Methyl (6-(3-((tert-butoxycarbonyl)amino)propoxy)quinoline-4-carbonyl)glycinate C(C)(C)(C)OC(=O)NCCCOC=1C=C2C(=CC=NC2=CC1)C(=O)NCC(=O)OC